C(C)(C)(C)N1C=C(C=2C1=NC(=CC2)C(=O)N2C(CN(CC2)C(=O)C2=NC=C(C(=O)O)C=C2)(C)C)C2=CC(=C(C=C2)Cl)F 6-(4-(1-(tert-butyl)-3-(4-chloro-3-fluorophenyl)-1H-pyrrolo[2,3-b]pyridine-6-carbonyl)-3,3-dimethylpiperazine-1-carbonyl)nicotinic acid